(R)-N-(1-(6,7-difluoro-4-oxo-3,4-dihydrophthalazin-1-yl)ethyl)-N-methylbenzo[d]thiazole-5-carboxamide FC=1C=C2C(NN=C(C2=CC1F)[C@@H](C)N(C(=O)C=1C=CC2=C(N=CS2)C1)C)=O